4-(4-(2,5-diazabicyclo[2.2.2]octan-2-yl)-8-fluoro-2-(((S)-1-methylpyrrolidin-2-yl)methoxy)quinazolin-7-yl)naphthalen-2-ol C12N(CC(NC1)CC2)C2=NC(=NC1=C(C(=CC=C21)C2=CC(=CC1=CC=CC=C21)O)F)OC[C@H]2N(CCC2)C